COCCOC1CCC(CC1)N1N=CC2=NC(=CC(=C21)C(=O)N)C2=CN=CS2 ((1r,4r)-4-(2-methoxyethoxy)cyclohexyl)-5-(thiazol-5-yl)-1H-pyrazolo[4,3-b]pyridine-7-carboxamide